5-[[4-[((trans)-2-cyanocyclohexyl)amino]-5-methyl-pyrimidin-2-yl]amino]-3-methyl-benzoate C(#N)[C@H]1[C@@H](CCCC1)NC1=NC(=NC=C1C)NC=1C=C(C=C(C(=O)[O-])C1)C